2,2'-bis-fluoro-4,4'-diaminobiphenyl FC1=C(C=CC(=C1)N)C1=C(C=C(C=C1)N)F